2-({4-[2-(4-chloro-2-fluorophenyl)-2-methyl-1,3-benzodioxol-4-yl]piperidin-1-yl}methyl)-1-[(1-ethyl-1H-imidazol-2-yl)methyl]-1H-benzimidazole-6-carboxylic acid ClC1=CC(=C(C=C1)C1(OC2=C(O1)C=CC=C2C2CCN(CC2)CC2=NC1=C(N2CC=2N(C=CN2)CC)C=C(C=C1)C(=O)O)C)F